C(C)OC(CC1=CC(=C(C=C1)N1C[C@H](CC1)N[C@H](C)C1=CC=CC2=CC=CC=C12)C)=O {4-[(3S)-3-{[(1R)-1-(naphthalen-1-yl)ethyl]amino}tetrahydro-1H-pyrrol-1-yl]-3-methylphenyl}acetic acid ethyl ester